N-(4-(2-2H-1,2,3-triazolyl)butyl)-3-(3-ethyl-5-(5-methoxy-2-pyrimidinyl)-1-1H-1,2,4-triazolyl)benzamide N=1N(N=CC1)CCCCNC(C1=CC(=CC=C1)N1N=C(N=C1C1=NC=C(C=N1)OC)CC)=O